N-(4-(1-(3-cyanocyclobutyl)-1,2,3,6-tetrahydropyridin-4-yl)-1H-pyrrolo[2,3-b]pyridin-6-yl)cyclopropylcarboxamide C(#N)C1CC(C1)N1CCC(=CC1)C1=C2C(=NC(=C1)NC(=O)C1CC1)NC=C2